N1-(5-chloropyridin-2-yl)-4-methylpyrrolidine-1,2-dicarboxamide ClC=1C=CC(=NC1)NC(=O)N1C(CC(C1)C)C(=O)N